3-cyclopropyl-N-[(2E)-1-methyl-5-oxoimidazolidin-2-ylidene]-4-({3-[(propan-2-yl)carbamoyl]phenyl}amino)benzamide platinum [Pt].C1(CC1)C=1C=C(C(=O)/N=C\2/N(C(CN2)=O)C)C=CC1NC1=CC(=CC=C1)C(NC(C)C)=O